1-(5-(difluoromethyl)-1,3,4-thiadiazol-2-yl)-N-(1-methylcyclopropyl)-5-(2-oxa-7-azaspiro[3.5]nonan-7-yl)imidazo[1,5-a]pyridine-7-sulfonamide FC(C1=NN=C(S1)C=1N=CN2C1C=C(C=C2N2CCC1(COC1)CC2)S(=O)(=O)NC2(CC2)C)F